6-N-(2-amino-2-phenylethyl)-1-methyl-4-N-[[6-(trifluoromethyl)pyridin-3-yl]methyl]pyrazolo[3,4-d]pyrimidine-4,6-diamine NC(CNC1=NC(=C2C(=N1)N(N=C2)C)NCC=2C=NC(=CC2)C(F)(F)F)C2=CC=CC=C2